1-(4-bromo-2-methoxyphenyl)-N-methylmethanamine BrC1=CC(=C(C=C1)CNC)OC